3-(6-methoxy-2-naphthoyl)-3-methylpiperidine-1-carboxylic acid tert-butyl ester C(C)(C)(C)OC(=O)N1CC(CCC1)(C)C(=O)C1=CC2=CC=C(C=C2C=C1)OC